C(C)(C)(C)C(=C(C(=O)[O-])C)C1CCCCC1 Tert.-Butylcyclohexylmethacrylat